2-(m-tolylthio)-1-(4-(5-(trifluoromethyl)-1,2,4-oxadiazol-3-yl)phenyl)ethan-1-one benzyl-(2R)-2-[(4-acetamidophenyl)methyl]-4-imidazo[1,2-a]pyridin-2-yl-3-oxo-piperazine-1-carboxylate C(C1=CC=CC=C1)OC(=O)N1[C@@H](C(N(CC1)C=1N=C2N(C=CC=C2)C1)=O)CC1=CC=C(C=C1)NC(C)=O.C1(=CC(=CC=C1)SCC(=O)C1=CC=C(C=C1)C1=NOC(=N1)C(F)(F)F)C